[1,3]oxazino[5,6-g]quinolin-4-one O1C=NC(C=2C=C3C=CC=NC3=CC21)=O